C1(=CC=CC=C1)C=1C(=NC=CC1)N(CC)CC phenyldiethylaminopyridine